(2-(4-isopropylpiperidin-1-yl)pyrimidin-5-yl)bicyclo[1.1.1]pentane-1,3-diamine C(C)(C)C1CCN(CC1)C1=NC=C(C=N1)C1C2(CC1(C2)N)N